N'-(4-(difluoromethoxy)-2,6-diisopropylphenylcarbamoyl)-5-(2-hydroxypropan-2-yl)-3-methylthiophene-2-sulfonimidamide FC(OC1=CC(=C(C(=C1)C(C)C)NC(=O)N=S(=O)(N)C=1SC(=CC1C)C(C)(C)O)C(C)C)F